C(#N)C1N(CC(C1)(F)F)C(CNC(=O)C1=CC=NC2=CC=C(C=C12)C=CC1=NC=C(C=C1)C)=O N-(2-(2-cyano-4,4-difluoropyrrolidin-1-yl)-2-oxoethyl)-6-(2-(5-methylpyridin-2-yl)vinyl)quinoline-4-carboxamide